(E)-N-(2-(3-(tert-Butyl)-2-fluoro-6-hydroxybenzoyl)-1,2,3,4-tetrahydroisoquinolin-7-yl)-4-(dimethylamino)-N-methylbut-2-enamide C(C)(C)(C)C=1C(=C(C(=O)N2CC3=CC(=CC=C3CC2)N(C(\C=C\CN(C)C)=O)C)C(=CC1)O)F